(S)-5-(5-chloro-2-((1-cyclopropyl-2-hydroxyethyl)amino)pyridin-4-yl)-2-(2,6-difluorobenzyl)-2,5-dihydro-4H-pyrazolo[4,3-c]pyridin-4-one ClC=1C(=CC(=NC1)N[C@H](CO)C1CC1)N1C(C=2C(C=C1)=NN(C2)CC2=C(C=CC=C2F)F)=O